CN1CCN(CC1)C1=CC=C(C=N1)C1=NC(=NC=C1)N (6-(4-methylpiperazin-1-yl)pyridin-3-yl)pyrimidin-2-amine